2-bromo-3-methyl-6-(trifluoromethyl)pyridine BrC1=NC(=CC=C1C)C(F)(F)F